2-Methyl-2-(2-methyl-4-((5-oxo-4-phenyl-4,5-dihydro-1H-1,2,4-triazol-1-yl)methyl)phenoxy)propionic acid CC(C(=O)O)(C)OC1=C(C=C(C=C1)CN1N=CN(C1=O)C1=CC=CC=C1)C